ethylenediaminetetraacetic acid sodium zinc [Zn].[Na].C(CN(CC(=O)O)CC(=O)O)N(CC(=O)O)CC(=O)O